N1=CC(=C2OCCCN21)S(=O)(=O)[N-]C(NC=2C(=NC(=CC2C(C)C)N(C)C)C(C)C)=O ((6,7-dihydro-5H-pyrazolo[5,1-b][1,3]oxazin-3-yl)sulfonyl)((6-(dimethylamino)-2,4-diisopropylpyridin-3-yl)carbamoyl)amide